CC(C(C)N1CC(C1)C(=O)NC=1C=C(C(=NC1)C)NC(=O)C=1C=NN2C1C=NC(=C2)C=2C=NN(C2)C)(C)C N-(5-(1-(3,3-dimethylbutan-2-yl)azetidine-3-carboxamido)-2-methylpyridin-3-yl)-6-(1-methyl-1H-pyrazol-4-yl)pyrazolo[1,5-a]pyrazine-3-carboxamide